(S)-3-(1-((2,5-bis(trifluoromethyl)pyrazolo[1,5-a]pyrimidin-7-yl)amino)-2-(4-fluorophenyl)butan-2-yl)azetidine-1-carboxamide FC(C1=NN2C(N=C(C=C2NC[C@](CC)(C2=CC=C(C=C2)F)C2CN(C2)C(=O)N)C(F)(F)F)=C1)(F)F